[N+](=O)([O-])C=1C=C(C=CC1/C=N/C=1C=C2C(=CN1)N(N=C2)CCC(F)(F)F)C2(CC2)C#N 1-[3-nitro-4-[(E)-[1-(3,3,3-trifluoropropyl)pyrazolo[3,4-c]pyridin-5-yl]iminomethyl]phenyl]cyclopropanecarbonitrile